[I-].C(CCCCCCCCCCC)(=O)OC([N+]1(CCC=C(C1)C1=NSN=C1OCCCCCC)C)C1=CC=C(C=C1)OC 1-((Dodecanoyloxy)(4-methoxyphenyl)methyl)-5-(4-(hexyloxy)-1,2,5-thiadiazol-3-yl)-1-methyl-1,2,3,6-tetrahydropyridin-1-ium iodide